tert-butyl 5-(bromomethyl)-1H-1,3-benzodiazol-1-carboxylate BrCC1=CC2=C(N(C=N2)C(=O)OC(C)(C)C)C=C1